FC(C(=O)O)(F)F.NCC(=O)NC=1SC=C(N1)Br 2-amino-N-(4-bromo-1,3-thiazol-2-yl)acetamide trifluoroacetate